CN1N=CC(=C1)C=1C=CC=2N(C1)N=CC2C([C@H](C2=CC=CC=C2)NCCC2=CC=C(C(=O)N)C=C2)=O |r| (S)- and (R)-4-(2-((2-(6-(1-methyl-1H-pyrazol-4-yl)pyrazolo[1,5-a]pyridin-3-yl)-2-oxo-1-phenylethyl)-amino)ethyl)benzamide